C(N)(OS(N(CC1=CC=C(C=C1)C1=NN(C(C2=CC=CC=C12)=O)CC1=CC=C(C=C1)F)C(C)(C)C)(=O)=O)=O (t-butyl N-(4-(3-(4-fluorobenzyl)-4-oxo-3,4-dihydro-phthalazin-1-yl) benzyl) sulfamoyl) carbamate